C(#N)C1(C(CN(CCC1)C=1C2=C(N=C(N1)OC[C@H]1N(CCC1)C)C(=C(N=C2)C2=CC=CC1=CC=C(C(=C21)C#C)F)F)N(C(C=C)=O)C)C N-(4-cyano-1-(7-(8-ethynyl-7-fluoronaphthalen-1-yl)-8-fluoro-2-(((S)-1-methylpyrrolidin-2-yl)methoxy)pyrido[4,3-d]pyrimidin-4-yl)-4-methylazepan-3-yl)-N-methylacrylamide